tert-butyl (2-cyano-5-nitrophenyl)carbamate C(#N)C1=C(C=C(C=C1)[N+](=O)[O-])NC(OC(C)(C)C)=O